ClC1=CC=C(S1)C=1C=C2C(=CNC2=CC1)NC(=O)NC1=CC=C(C=C1)C(F)(F)F 1-(5-(5-chlorothiophen-2-yl)-1H-indol-3-yl)-3-(4-(trifluoromethyl)phenyl)urea